COC1=CC=C(C=C1)NC(=O)C1=C(C2=C(S1)C(=C(C(=C2)O)O)[N+](=O)[O-])Cl 3-chloro-5,6-dihydroxy-7-nitro-benzo[b]thiophene-2-carboxylic acid (4-methoxy-phenyl)amide